NC1=NN2C(C=C(C=C2)C=2C=NN(C2)CC(=O)NC2=CC=C(C=C2)C2CCC2)=N1 2-[4-(2-Amino-[1,2,4]triazolo[1,5-a]pyridin-7-yl)pyrazol-1-yl]-N-(4-cyclobutylphenyl)acetamide